FC1=CC(=CC2=CN(N=C12)C1CCNCC1)C1=CC2=C(N=C(O2)C)C(=C1O)C 6-[7-fluoro-2-(4-piperidyl)indazol-5-yl]-2,4-dimethyl-1,3-benzoxazol-5-ol